4-(Perfluoroethyl)aniline FC(C(F)(F)F)(C1=CC=C(N)C=C1)F